(2S,4S)-1-[2-[4-[(8-chloro-4-isoquinolinyl)amino]-1-piperidinyl]acetyl]-4-fluoro-pyrrolidine-2-carbonitrile ClC=1C=CC=C2C(=CN=CC12)NC1CCN(CC1)CC(=O)N1[C@@H](C[C@@H](C1)F)C#N